(3-hydroxypropyl)triallylammonium iodide [I-].OCCC[N+](CC=C)(CC=C)CC=C